2-(furan-2-yl)quinoxaline O1C(=CC=C1)C1=NC2=CC=CC=C2N=C1